Nalpha-methyl-L-norvaline CN[C@@H](CCC)C(=O)O